NC=1C=2N(C3=CC(=C(C=C3N1)C)C(=O)N(C1COC3=C1C=CC(=C3)C(F)(F)F)C)C=NC2 4-amino-N,7-dimethyl-N-[6-(trifluoromethyl)-2,3-dihydrobenzofuran-3-yl]imidazo[1,5-a]quinoxaline-8-carboxamide